2-(2-(2-(3,4-dibromo-2,5-dioxo-2,5-dihydro-1H-pyrrol-1-yl)ethoxy)ethoxy)acetate BrC=1C(N(C(C1Br)=O)CCOCCOCC(=O)[O-])=O